ClC=1C=C(C(=O)N2CC=3C(=NN4C3C(N(C[C@H]4C)[C@@H](C)C4=CC=C(C=C4)[S@@](=O)(=N)C)=O)C[C@H]2C)C=CC1Cl |o1:18,26| (3R,7R)-2-(3,4-dichlorobenzoyl)-3,7-dimethyl-9-((S*)-1-(4-((R*)-S-methylsulfonimidoyl)phenyl)ethyl)-1,2,3,4,8,9-hexahydropyrido[4',3':3,4]pyrazolo[1,5-a]pyrazin-10(7H)-one